N-(6-bromo-4-methoxypyrazolo[1,5-a]pyridin-3-yl)acetamide BrC=1C=C(C=2N(C1)N=CC2NC(C)=O)OC